C(=O)(O)N1C=2C=CC1=CC=1C=CC(=CC3=CC(=C(N3C(=O)O)C=C3C=CC(C2)=N3)C3=CC=CC=C3)N1 dicarboxyphenylporphine